CN1[C@@H]2CN([C@H](C1)C2)CC=2C=CC=NC2 5-(((1S,4S)-5-methyl-2,5-diazabicyclo[2.2.1]heptan-2-yl)methyl)pyridin